CC=1C=C(C=CC1C)N1CC(CC1=O)C(=O)N1CCC(CC1)/C(/N)=N/O (Z)-1-(1-(3,4-dimethylphenyl)-5-oxopyrrolidine-3-carbonyl)-N'-hydroxypiperidine-4-carboximidamide